2-{4-[2-(methylamino)ethyl]piperazin-1-yl}acetamide CNCCN1CCN(CC1)CC(=O)N